2,4-Dimethoxyphenylboronic acid COC1=C(C=CC(=C1)OC)B(O)O